(S,Z)-3'-(4-(3-chloroacryloyl)morpholin-3-yl)-5'-cyano-4-fluoro-[1,1'-biphenyl]-3-carboxamide Cl\C=C/C(=O)N1[C@H](COCC1)C=1C=C(C=C(C1)C#N)C1=CC(=C(C=C1)F)C(=O)N